N1N=CC=CC2=C1C=NC=N2 PYRIMIDINO-DIAZEPIN